2,6-dimethyl-9,10-bis(n-hexanoyloxy)anthracene CC1=CC2=C(C3=CC=C(C=C3C(=C2C=C1)OC(CCCCC)=O)C)OC(CCCCC)=O